1-(1,3-benzodioxol-5-yl)-N-methyl-propan-2-amine O1COC2=C1C=CC(=C2)CC(C)NC